N-(6-acetylbenzo[d][1,3]-dioxol-5-yl)-2-(piperidin-4-yl)acetamide hydrochloride Cl.C(C)(=O)C=1C(=CC2=C(OCO2)C1)NC(CC1CCNCC1)=O